2-Methyl-4-(1,3,5-triazin-2-yl)aniline CC1=C(N)C=CC(=C1)C1=NC=NC=N1